FC(C=1C=C(CNC2CC3(CC(C3)C(C(=O)N)=C)C2)C=CC1)(F)F (6-((3-(trifluoromethyl)benzyl)amino)spiro[3.3]heptan-2-yl)acrylamide